O1C(C(C(C2=CC=CC=C12)O)O)C1=CC=CC=C1 cis-flavan-3,4-diol